C1CCC2=C(C=CC=C12)C1CCN(CC1)C(CN1N=C(C2=C1CCC2)C(=O)N2C[C@H](O[C@H](C2)C)C)=O 1-[4-(2,3-dihydro-1H-inden-4-yl)piperidin-1-yl]-2-{3-[(2R,6S)-2,6-dimethylmorpholine-4-carbonyl]-5,6-dihydrocyclopenta[c]pyrazol-1(4H)-yl}ethan-1-one